o-aminophenyl-nitrone NC1=C(C=CC=C1)C=[NH+][O-]